1-[3-(3-Methoxy-1,1-dimethylpropyl)sulfanyl-2,3-dihydrobenzofuran-2-yl]ethanone COCCC(C)(C)SC1C(OC2=C1C=CC=C2)C(C)=O